[2-(3-chlorophenyl)-2-isothiocyanato-propyl] 2,2-dimethylpropanoate CC(C(=O)OCC(C)(N=C=S)C1=CC(=CC=C1)Cl)(C)C